4-chloro-1-tosyl-1H-pyrazolo[3,4-d]pyrimidine ClC1=C2C(=NC=N1)N(N=C2)S(=O)(=O)C2=CC=C(C)C=C2